di(p-t-butylphenyl)methylene(cyclopentadienyl)(octamethyloctahydrodibenzofluorenyl)zirconium dichloride [Cl-].[Cl-].C(C)(C)(C)C1=CC=C(C=C1)C(=[Zr+2](C1(C(C(C(C2(C3C(=C4C=5C=CC=CC5CC4=C21)C=CCC3)C)(C)C)(C)C)(C)C)C)C3C=CC=C3)C3=CC=C(C=C3)C(C)(C)C